2,N-dicyclohexyl-2-[2-(2,3-dimethoxy-phenyl)-6-fluoro-benzimidazol-1-yl]-acetamide C1(CCCCC1)C(C(=O)NC1CCCCC1)N1C(=NC2=C1C=C(C=C2)F)C2=C(C(=CC=C2)OC)OC